ClC=1C=2N(C=CN1)C(=NC2)[C@@H]2CC[C@@H](CC2)N2CCN(CC2)C 8-Chloro-3-((cis)-4-(4-methylpiperazin-1-yl)cyclohexyl)imidazo[1,5-a]pyrazine